4-((4-aminophenyl)thio)-3-methoxyaniline NC1=CC=C(C=C1)SC1=C(C=C(N)C=C1)OC